6-fluoropyrido[2,3-d]pyrimidin-2-one FC1=CC2=C(NC(N=C2)=O)N=C1